CN1C=NC(=C1C=1C=C2C=NNC2=CC1)C=1C=C(C=CC1)C 5-(1-Methyl-4-(m-tolyl)-1H-imidazol-5-yl)-1H-indazole